5-methyl-2-diphenylphosphinyloxy-terephthalic acid CC=1C(=CC(=C(C(=O)O)C1)OP(=O)(C1=CC=CC=C1)C1=CC=CC=C1)C(=O)O